N-[(2S)-1-(methylamino)propan-2-yl]piperidine-4-carboxamide CNC[C@H](C)NC(=O)C1CCNCC1